The molecule is a member of the class of rotenones that consists of 1,2,12,12a-tetrahydrochromeno[3,4-b]furo[2,3-h]chromen-6(6aH)-one substituted at position 2 by a prop-1-en-2-yl group and at positions 8 and 9 by methoxy groups (the 2R,6aS,12aS-isomer). A non-systemic insecticide, it is the principal insecticidal constituent of derris (the dried rhizome and root of Derris elliptica). It has a role as a phytogenic insecticide, a mitochondrial NADH:ubiquinone reductase inhibitor, a metabolite, an antineoplastic agent and a toxin. It is an organic heteropentacyclic compound and a member of rotenones. CC(=C)[C@H]1CC2=C(O1)C=CC3=C2O[C@@H]4COC5=CC(=C(C=C5[C@@H]4C3=O)OC)OC